tripropylammonium ammonium [NH4+].C(CC)[NH+](CCC)CCC